COC1=CC=C(C=C2C(C3=CC=CC=C3C2=O)=O)C=C1 2-(4-methoxybenzylidene)-1H-indene-1,3(2H)-dione